FC=1C=C(C=CC1N1CCN(CC1)C)NC(=O)C=1C(NC=CC1NC1=C(C2=C(OCCN2)N=C1)C)=O N-(3-fluoro-4-(4-methylpiperazin-1-yl)phenyl)-4-((8-methyl-2,3-dihydro-1H-pyrido[2,3-b][1,4]oxazin-7-yl)amino)-2-oxo-1,2-dihydropyridine-3-carboxamide